2-(1-(4-propoxyphenyl)ethyl)-10H-phenothiazine C(CC)OC1=CC=C(C=C1)C(C)C1=CC=2NC3=CC=CC=C3SC2C=C1